COC=1C=NC=C(C(=O)N)C1 5-methoxynicotinamide